Methyl 2-(((1RS,2S)-2-((tert-butoxycarbonyl)amino)-1-cyano-3-(1H-indol-3-yl)propyl)amino)-5-(1-(pyridin-4-ylmethyl)-1H-pyrazol-4-yl)benzoate C(C)(C)(C)OC(=O)N[C@H]([C@H](C#N)NC1=C(C(=O)OC)C=C(C=C1)C=1C=NN(C1)CC1=CC=NC=C1)CC1=CNC2=CC=CC=C12 |&1:9|